5-(isothiazol-5-yl)-2-(1H-pyrrol-1-yl)aniline S1N=CC=C1C=1C=CC(=C(N)C1)N1C=CC=C1